(1'S,2'R)-8-(((1S,3S)-3-((tert-butoxycarbonyl)amino)cyclopentyl)amino)-6,7-dihydrospiro[cyclopenta[d]pyrazolo[1,5-a]pyrimidine-5,1'-cyclopentane]-2'-yl benzoate C(C1=CC=CC=C1)(=O)O[C@H]1[C@@]2(CCC1)CCC=1C2=NC=2N(C1N[C@@H]1C[C@H](CC1)NC(=O)OC(C)(C)C)N=CC2